morpholine 8-(5-chloro-2-hydroxybenzoamido)octanoic acid salt ClC=1C=CC(=C(C(=O)NCCCCCCCC(=O)O)C1)O.N1CCOCC1